CC1(CCC=C(C1)C=1C=2N(N=C(C1)C=1C(NC(NC1)=O)=O)C=CN2)C 5-(8-(5,5-dimethylcyclohex-1-en-1-yl)imidazo[1,2-b]pyridazin-6-yl)pyrimidine-2,4(1H,3H)-dione